C(#N)[C@H](C[C@H]1C(NCC1)=O)NC(=O)[C@H]1N([C@H]2CC([C@@H]1CC2)(F)F)C(=O)C=2C=CC=C1C=C(NC21)C (1R,3S,4R)-N-((S)-1-cyano-2-((S)-2-oxopyrrolidin-3-yl)ethyl)-5,5-difluoro-2-(2-methyl-1H-indole-7-carbonyl)-2-azabicyclo[2.2.2]octane-3-carboxamide